ClC1=CC=C(C=C1)C=1N=C2N(C=CC=N2)C1CC12CNCCC(CC1)N2C=2C(=C(C=CC2)C=O)F 3-{[2-(4-chlorophenyl)imidazo[1,2-a]pyrimidin-3-yl]methyl-3,9-diazabicyclo[4.2.1]non-9-yl}(2-fluorophenyl)methanone